(phenylmethylene)bipyridyl ruthenium dichloride [Ru](Cl)Cl.C1(=CC=CC=C1)C=C1C(=NC=CC1)C1=NC=CC=C1